1-[3-(difluoromethoxy)phenyl]-N-[(1S,2S)-2-hydroxycyclohexyl]-3-isopropyl-2-oxo-benzimidazole-5-carboxamide FC(OC=1C=C(C=CC1)N1C(N(C2=C1C=CC(=C2)C(=O)N[C@@H]2[C@H](CCCC2)O)C(C)C)=O)F